CC=1C=C(C=C(C1)C)N1N=C2C=CC=CC2=C1 2-(3,5-dimethylphenyl)-2H-indazole